Acetic acid (5S,8S)-1-(9H-fluoren-9-yl)-5-isopropyl-8-methyl-3,6,9-trioxo-2-oxa-4,7,10-triazaundec-11-yl ester C1=CC=CC=2C3=CC=CC=C3C(C12)COC(N[C@H](C(N[C@H](C(NCOC(C)=O)=O)C)=O)C(C)C)=O